(2R,3S)-2,3-dimethyl-pent-4-enoic acid methoxy-methyl-amide CON(C([C@@H]([C@H](C=C)C)C)=O)C